methyl 2-[[2-[6-(5-cyclopropyl-4H-1,2,4-triazol-3-yl)-2-azaspiro[3.3]heptane-2-carbonyl]-2,6-diazaspiro[3.3]heptan-6-yl]methyl]benzoate C1(CC1)C=1NC(=NN1)C1CC2(CN(C2)C(=O)N2CC3(C2)CN(C3)CC3=C(C(=O)OC)C=CC=C3)C1